5-tertiary butyl-1,3-di(1-methoxy-1-methylethyl)benzene C(C)(C)(C)C=1C=C(C=C(C1)C(C)(C)OC)C(C)(OC)C